C(C1=CC=CC=C1)OC1=C(C=C2C(=CC=NC2=C1)OC=1C=CC(=NC1)NC(=O)C=1N=C(C2=C(N1)C1CCN2CC1)C1=CC=CC=C1)OC N-(5-((7-(Benzyloxy)-6-methoxychinolin-4-yl)oxy)pyridin-2-yl)-4-phenyl-7,8-dihydro-6H-5,8-ethanopyrido[3,2-d]pyrimidin-2-carboxamid